(S)-(Z)-3-((3-butyl-7-(ethylthio)-5-(4-fluorophenyl)-1,1-dioxido-2,3,4,5-tetrahydro-1,5-benzothiazepin-8-yl)oxy)-2-fluoroacrylic acid C(CCC)[C@@H]1CS(C2=C(N(C1)C1=CC=C(C=C1)F)C=C(C(=C2)O\C=C(\C(=O)O)/F)SCC)(=O)=O